ClC=1C=C(C(=NC1)C(C)NC(C1=CC(=CC(=C1)OC1CCOCC1)C=1SC(=CN1)C)=O)F N-[1-(5-Chloro-3-fluoropyridin-2-yl)ethyl]-3-(5-methyl-1,3-thiazol-2-yl)-5-(tetrahydro-2H-pyran-4-yloxy)benzamide